(2S,3S,5R)-benzhydryl 3-((3,4-bis(benzyloxy)-N-(4-methoxybenzyl)benzamido)methyl)-3-methyl-7-oxo-4-thia-1-azabicyclo[3.2.0]heptane-2-carboxylate C(C1=CC=CC=C1)OC=1C=C(C(=O)N(CC2=CC=C(C=C2)OC)C[C@]2([C@@H](N3C(C[C@H]3S2)=O)C(=O)OC(C2=CC=CC=C2)C2=CC=CC=C2)C)C=CC1OCC1=CC=CC=C1